C(C=C)OC(C(CCN1CC[C@@H]2N(CC([C@@H]21)(F)F)C(=O)OC(C)(C)C)(C)OCOC)=O (cis)-tert-butyl 4-(4-(allyloxy)-3-(methoxymethoxy)-3-methyl-4-oxobutyl)-3,3-difluorohexahydropyrrolo[3,2-b]pyrrole-1(2H)-carboxylate